3-hydroxy-N-(3-methoxyphenyl)-3-(trifluoromethyl)cyclobutane-1-carboxamide OC1(CC(C1)C(=O)NC1=CC(=CC=C1)OC)C(F)(F)F